COCCN1C(C(CC1)NC(=O)C1=C(OC2=C1C=C(C=C2)OCC2=C(N=CS2)C)C)=O N-(1-(2-methoxyethyl)-2-oxopyrrolidin-3-yl)-2-methyl-5-((4-methylthiazol-5-yl)methoxy)-benzofuran-3-carboxamide